CS(=O)(=O)N1CCN(CC1)S(=O)(=O)C1=CC=C(C=C1)NC(NCC=1C=NC=CC1)=O 3-[4-(4-methanesulfonylpiperazine-1-sulfonyl)phenyl]-1-(pyridin-3-ylmethyl)urea